(1-Methyl-1H-indol-2-yl)boronic acid CN1C(=CC2=CC=CC=C12)B(O)O